5-hydroxy-3'-methyl-1,6-dihydro-[1,1'-biphenyl]-3(2H)-one OC1=CC(CC(C1)C1=CC(=CC=C1)C)=O